C12(CC3CC(CC(C1)C3)C2)C2C(=C(NC(=C2C#N)C)C)C#N 4-(adamantan-1-yl)-2,6-dimethyl-1,4-dihydropyridine-3,5-dicarbonitrile